SCCC[Si](OC)(C)C 3-mercaptopropyldimethylmethoxysilane